C(C)N1N=CC(=C1)C1=NN2C(OCC(C2)CO)=C1C(=O)O 2-(1-Ethylpyrazol-4-yl)-6-(hydroxymethyl)-6,7-dihydro-5H-pyrazolo[5,1-b][1,3]oxazine-3-carboxylic acid